C[NH+](C)CCCCCCCCCCCCCC N,N-dimethyltetradecylammonium